C(C)(C)N1CCC(CC1)S(=O)(=O)N1C=C(C=C1)C(=O)OC methyl 1-((1-isopropylpiperidin-4-yl) sulfonyl)-1H-pyrrole-3-carboxylate